3-(3-(sec-butyl)-2-oxo-1,2,3,5-tetrahydro-4H-pyrido[3,4-e][1,4]diazepin-4-yl)-4-((2-hydroxyethyl)amino)cyclobut-3-ene-1,2-dione C(C)(CC)C1N(CC2=C(NC1=O)C=NC=C2)C=2C(C(C2NCCO)=O)=O